C(C)(C)(C)OC(=O)N1C(C2(COC2)CCC1)C 5-Methyl-2-oxa-6-azaspiro[3.5]nonane-6-carboxylic acid tert-butyl ester